OC1=C(N=CNC1=O)CN1C(OC(C1)C1=CC=C(C=C1)C#CC1=CC=C(C=C1)CN1CCOCC1)=O 3-((5-hydroxy-6-oxo-1,6-dihydropyrimidin-4-yl)methyl)-5-(4-((4-(morpholinomethyl)phenyl)ethynyl)phenyl)oxazolidin-2-one